N-(3-(4-chloro-3-(trifluoromethyl)benzamido)phenyl)-4-(pyrimidin-2-yl)piperazine-1-carboxamide ClC1=C(C=C(C(=O)NC=2C=C(C=CC2)NC(=O)N2CCN(CC2)C2=NC=CC=N2)C=C1)C(F)(F)F